N-((S)-(4,4-difluorocyclohexyl)(2-(((5S)-2-oxo-5-(trifluoromethyl)piperidin-3-yl)methyl)imidazo[1,2-b][1,2,4]triazin-6-yl)methyl)-1-ethyl-1H-pyrazole-5-carboxamide FC1(CCC(CC1)[C@H](NC(=O)C1=CC=NN1CC)C=1N=C2N(N=C(C=N2)CC2C(NC[C@H](C2)C(F)(F)F)=O)C1)F